C(C)OC(CNC(/C=C/C(=O)OCC)(C)C)=O ethyl (E)-4-[(2-ethoxy-2-oxo-ethyl)amino]-4-methyl-pent-2-enoate